P(=O)(O)(O)O.C(#N)C1=CC=C(C=C1)[C@H]1CCCC=2N1C=NC2 (R)-(+)-5-(p-cyanophenyl)5,6,7,8-tetrahydroimidazo[1,5-a]pyridine dihydrogen phosphate